trifluoroacetylacetone FC(C(=O)CC(C)=O)(F)F